COC1=CC=C(C=C1)C(C=C1NCCCN1)=O 1-(4-methoxyphenyl)-2-(tetrahydropyrimidin-2(1H)-ylidene)ethan-1-one